NC1=C(C=CC2=C1SC=1N=C(N(C(C12)=O)CC1=CN=CO1)C1=C(C=C(C=C1)OC)C1CC1)O 8-amino-2-(2-cyclopropyl-4-methoxyphenyl)-7-hydroxy-3-(oxazol-5-ylmethyl)benzo[4,5]thieno[2,3-d]pyrimidin-4(3H)-one